C(C)(C)(C)OC(=O)N(C=1C(=CC(=NC1)C(=O)[O-])OC)CC#C.[Li+] lithium 5-[tert-butoxycarbonyl(prop-2-ynyl)amino]-4-methoxy-pyridine-2-carboxylate